(E)-3-(3,4-dimethoxy-phenyl)-N-phenyl-N-(tetra-hydrofuran-2-yl-methyl)prop-2-enamide COC=1C=C(C=CC1OC)/C=C/C(=O)N(CC1OCCC1)C1=CC=CC=C1